C(C)N1N=CC(=C1)C1=CC=C(C=C1)C1=NOC(C1)(C(F)(F)F)CC(=O)[O-].C(C)(=O)CC(C)=O.[Ir+3].C(C)N1N=CC(=C1)C1=CC=C(C=C1)C1=NOC(C1)(C(F)(F)F)CC(=O)[O-].C(C)N1N=CC(=C1)C1=CC=C(C=C1)C1=NOC(C1)(C(F)(F)F)CC(=O)[O-] iridium(III) acetyl-acetone [3-[4-(1-ethylpyrazol-4-yl)phenyl]-5-(trifluoromethyl)-4H-1,2-oxazol-5-yl]acetate